COC=1C=C2C(=C(C=NC2=CC1OCC1CCN(CC1)C)C#N)NC1=CC(=C(C(=C1)OC)OC)OC 6-methoxy-7-[(1-methylpiperidin-4-yl)methoxy]-4-[(3,4,5-trimethoxyphenyl)amino]quinoline-3-carbonitrile